C(C)NC1=C(C=CC(=C1)OC1=CC(=CC=C1)S(=O)(=O)C)[N+](=O)[O-] N-ethyl-5-(3-(methylsulfonyl)phenoxy)-2-nitroaniline